1,2,4,5-tetraethynylbenzene C(#C)C1=C(C=C(C(=C1)C#C)C#C)C#C